OCCNC(=O)C1=NOC2=C1C=CC=C2 N-(2-hydroxyethyl)benzo[d]isoxazole-3-carboxamide